tert-Butyl (2S)-2-[(2,6-dichloro-4-pyridyl)-difluoro-methyl]morpholine-4-carboxylate ClC1=NC(=CC(=C1)C([C@@H]1CN(CCO1)C(=O)OC(C)(C)C)(F)F)Cl